O1CCN(CC1)CCNC(=O)C(CC(=O)OC1(CCC1)C1=CC=C(C=C1)C(F)(F)F)=C 1-(4-(trifluoromethyl)phenyl)cyclobutyl 3-((2-morpholinoethyl)carbamoyl)but-3-enoate